FC(C(C(=O)O)(C1=CC=CC=C1)O)(F)F 3,3,3-trifluoro-2-hydroxy-2-phenylpropanoic acid